4-Nonanon CCCC(CCCCC)=O